(6-bromopyridin-3-yl)-1-cyclopropyl-2,2,2-trifluoroethanol BrC1=CC=C(C=N1)C(C(F)(F)F)(O)C1CC1